O(C)[Si](CCC)(CCC)CCC methoxyl-tripropylsilane